FC1=C(C=C(C=C1C)C1=C(C=C(C=C1C)F)C)[C@H](CC(=O)OCC)NC([C@H](CC(C)C)N1C(C(=C(C(=C1)CCN(C)C)C)F)=O)=O Ethyl (S)-3-(4,4'-difluoro-2',5,6'-trimethyl-[1,1'-biphenyl]-3-yl)-3-((S)-2-(5-(2-(dimethylamino)ethyl)-3-fluoro-4-methyl-2-oxopyridin-1(2H)-yl)-4-methylpentanamido)propanoate